5-((2,2-dimethyl-4-oxocyclohexyl)amino)furo[2,3-c]pyridine-2-carboxamide CC1(C(CCC(C1)=O)NC=1C=C2C(=CN1)OC(=C2)C(=O)N)C